C(#N)C1=CN(C2=CC=C(C=C12)NC(=O)N)CC1=NC=CN=C1 1-{[3-cyano-1-(pyrazin-2-ylmethyl)indol-5-yl]amino}methanamide